C1N(CC2C1CCC2)CCCOC2=CC=C(C(=O)N1C(COCC1)=O)C=C2 4-(4-(3-(hexahydrocyclopenta[c]pyrrol-2(1H)-yl)propoxy)benzoyl)morpholin-3-one